N-(naphthalene-1-yl)phenazine-1-carboxamide C1(=CC=CC2=CC=CC=C12)NC(=O)C1=CC=CC2=NC3=CC=CC=C3N=C12